FC(F)C1=NN(C(=C1)C1=CC=C(C=C1)C)C1=CC=CC=C1 difluoromethyl-1-phenyl-5-(p-tolyl)-1H-pyrazole